(2S,5R)-N-(acetamidomethyl)-6-hydroxy-3-methyl-7-oxo-1,6-diazabicyclo[3.2.1]oct-3-ene-2-carboxamide C(C)(=O)NCNC(=O)[C@H]1N2C(N([C@H](C=C1C)C2)O)=O